2'-deoxycytidine hydrochloride Cl.[C@@H]1(C[C@H](O)[C@@H](CO)O1)N1C(=O)N=C(N)C=C1